2-iodo-1-methyl-1H-pyrrolo[3,2-c]pyridine IC1=CC=2C=NC=CC2N1C